2-(4-((5-chloro-7-(trifluoromethyl)pyrrolo[2,1-f][1,2,4]triazin-2-yl)amino)-3-methyl-1H-pyrazol-1-yl)-2-methylpropionitrile ClC=1C=C(N2N=C(N=CC21)NC=2C(=NN(C2)C(C#N)(C)C)C)C(F)(F)F